(1R,3S)-3-(3-{[(3,5-difluorophenyl)acetyl]-amino}-1H-pyrazol-5-yl)cyclopentyl (cis-4-hydroxy-4-methylcyclohexyl)carbamate OC1(CCC(CC1)NC(O[C@H]1C[C@H](CC1)C1=CC(=NN1)NC(CC1=CC(=CC(=C1)F)F)=O)=O)C